[4-[4-[6-chloro-4-(trifluoromethyl)-2-pyridyl]piperazin-1-yl]sulfonylphenyl]isoindoline-5-carboxamide ClC1=CC(=CC(=N1)N1CCN(CC1)S(=O)(=O)C1=CC=C(C=C1)C1NCC2=CC(=CC=C12)C(=O)N)C(F)(F)F